(4-methoxy-2-(N-methylsulfonylamino)phenyl)nicotinamide COC1=CC(=C(C=C1)C1=C(C(=O)N)C=CC=N1)NS(=O)(=O)C